C1(CCCCC1)C1=CC=C(C=C1)C(C)OC([C@@H](NC(=O)C1=NC=CC(=C1OCOC(C)=O)OC)C)=O N-[[3-[(acetyloxy)methoxy]-4-methoxy-2-pyridinyl]carbonyl]-L-alanine 1-(4-cyclohexylphenyl)ethyl ester